propyl methacrylate (propyl methacrylate) C(CC)C=C(C(=O)O)C.C(C(=C)C)(=O)OCCC